FC=1C=C(CC2=NC3=C(N2C[C@H]2OCC2)C=C(C=C3)C(=O)OC)C=CC1B1OC(C(O1)(C)C)(C)C methyl (S)-2-(3-fluoro-4-(4,4,5,5-tetramethyl-1,3,2-dioxaborolan-2-yl) benzyl)-1-(oxetan-2-ylmethyl)-1H-benzo[d]imidazole-6-carboxylate